ClC1=C2CCN=C(C2=CC=C1)C 5-chloro-1-methyl-3,4-dihydroisoquinoline